C(C)(C)(C)[Si](C=1N(C2=NC=C(C=C2C1)OCC(=O)OC(C)(C)C)C)(F)C(C)(C)C tert-butyl {2-[di(tert-butyl)(fluoro)silyl]-1-methyl-1H-1,7-diazainden-5-yloxy}acetate